ClC1=C(C=C(CN2CCCC23CCN(CC3)C(=O)OC(C(F)(F)F)C(F)(F)F)C=C1)OCCF 1,1,1,3,3,3-Hexafluoropropan-2-yl 1-(4-chloro-3-(2-fluoroethoxy) benzyl)-1,8-diazaspiro[4.5]decane-8-carboxylate